2-[[5-bromo-3-(2-ethylhexyl)-2-thienyl]methylene]malononitrile BrC1=CC(=C(S1)C=C(C#N)C#N)CC(CCCC)CC